6-(2,7-Dimethyl-2H-indazol-5-yl)-N-methyl-N-(2,2,6,6-tetramethylpiperidin-4-yl)-1,3-benzothiazol-2-amin CN1N=C2C(=CC(=CC2=C1)C1=CC2=C(N=C(S2)N(C2CC(NC(C2)(C)C)(C)C)C)C=C1)C